Cl.N1(C=NC=C1)S(=O)(=O)N=[N+]=[N-] imidazole-1-sulfonyl azide HCl salt